1-(2,4-dihydroxyphenyl)-3-(2,4-dimethoxy-3-methylphenyl)-propane OC1=C(C=CC(=C1)O)CCCC1=C(C(=C(C=C1)OC)C)OC